FC1=C(C(=CC=C1)F)C1CC(=NO1)C=1N=C(SC1)C1CCN(CC1)C(COC1=NC=NC=C1OC)=O 1-(4-(4-(5-(2,6-difluorophenyl)-4,5-dihydroisoxazol-3-yl)thiazol-2-yl)piperidin-1-yl)-2-((5-methoxypyrimidin-4-yl)oxy)ethan-1-one